O[C@H](CCCOC=1C=C(C=CC1N1CCN(CC1)C)NC=1N=CC2=C(N1)NC(C=C2C#C[Si](C(C)C)(C(C)C)C(C)C)=O)C (S)-2-((3-((4-hydroxypentyl)oxy)-4-(4-methylpiperazin-1-yl)phenyl)amino)-5-((triisopropylsilyl)ethynyl)pyrido[2,3-d]pyrimidin-7(8H)-one